FC1(CN(C[C@@H]2[C@H]1OCC(N2)=O)C(=O)N2CC(C2)C2=CC=C(C=C2)CC(F)(F)F)F (4aR,8aR)-8,8-Difluoro-6-[3-[4-(2,2,2-trifluoroethyl)phenyl]azetidine-1-carbonyl]-4a,5,7,8a-tetrahydro-4H-pyrido[4,3-b][1,4]oxazin-3-one